C(C)(C)(C)OC(=O)N(CCC1=C(C=CC(=C1)F)NC1=C(C(=O)OC)C=C(C(=C1)C(F)(F)F)F)CCC1=NC(=CC=C1[N+](=O)[O-])OC Methyl 2-((2-(2-((tert-butoxycarbonyl)(2-(6-methoxy-3-nitropyridin-2-yl)ethyl)-amino)ethyl)-4-fluorophenyl)amino)-5-fluoro-4-(trifluoromethyl)benzoate